FC(C(=O)OCC)CC(C(=O)C1=CC2=CC=CC=C2C=C1)C1=CC=C(C=C1)[N+](=O)[O-] ethyl 2-fluoro-5-(naphthalen-2-yl)-4-(4-nitrophenyl)-5-oxopentanoate